4-{[(4-bromophenyl)(methyl)oxido-λ6-sulfanylidene]amino}-2-[(3R)-3-methylmorpholin-4-yl]-8-(1H-pyrazol-5-yl)-1,7-naphthyridine BrC1=CC=C(C=C1)S(=O)(C)=NC1=CC(=NC2=C(N=CC=C12)C1=CC=NN1)N1[C@@H](COCC1)C